3-fluoro-4-(((6-(piperidin-4-yl)pyridin-2-yl)oxy)methyl)benzonitrile bis(4-methylbenzenesulfonate) salt CC1=CC=C(C=C1)S(=O)(=O)O.CC1=CC=C(C=C1)S(=O)(=O)O.FC=1C=C(C#N)C=CC1COC1=NC(=CC=C1)C1CCNCC1